5-{4-amino-7-[3-(dimethylamino)prop-1-ynyl]-2-{4-[(2-fluoroacrylamino)]-2-methylphenyl}-1-methylpyrrolo[3,2-c]pyridin-3-yl}-3-chloro-N-[(fluorocyclopropyl)methyl]pyridine-2-carboxamide NC1=NC=C(C2=C1C(=C(N2C)C2=C(C=C(C=C2)NC(=O)C(=C)F)C)C=2C=C(C(=NC2)C(=O)NCC2(CC2)F)Cl)C#CCN(C)C